N-(4-amino-1-((2-(trimethylsilyl)ethoxy)methyl)-1H-pyrazolo[4,3-c]pyridin-7-yl)-2-((2R,5S)-2-(3-(2-(dimethylamino)ethoxy)phenyl)-5-methylpiperidin-1-yl)-2-oxoacetamide NC1=NC=C(C2=C1C=NN2COCC[Si](C)(C)C)NC(C(=O)N2[C@H](CC[C@@H](C2)C)C2=CC(=CC=C2)OCCN(C)C)=O